C(=C)C=1N=NC=CC1 vinylpyridazin